FC(C=1C=C(C=NC1C)N=C(C1=CC=CC=C1)C1=CC=CC=C1)F N-[5-(difluoromethyl)-6-methyl-3-pyridyl]-1,1-diphenyl-methanimine